BrC=1C2(OC3=C(C1)C=CC=C3)NC3=CC=CC=C3C2 bromo-indolinespirobenzopyran